(S)-1-(hydroxymethyl)isoindoline-2-carboxylic acid tert-butyl ester C(C)(C)(C)OC(=O)N1[C@@H](C2=CC=CC=C2C1)CO